COC=1C=C(C=NC1)C1=CC=2N=C(N=C(C2N=C1)N1CCOCC1)C1=NN(C=C1)CC(F)(F)F 4-(7-(5-methoxypyridin-3-yl)-2-(1-(2,2,2-trifluoroethyl)-1H-pyrazol-3-yl)pyrido[3,2-d]pyrimidin-4-yl)morpholine